N-(3-chloro-4-fluorophenyl)-N-((5-(5-(difluoromethyl)-1,3,4-oxadiazol-2-yl)pyridin-2-yl)methyl)piperidine-4-sulfonamide ClC=1C=C(C=CC1F)N(S(=O)(=O)C1CCNCC1)CC1=NC=C(C=C1)C=1OC(=NN1)C(F)F